ClC1=C2C(N(C(=NC2=CC=C1)CCCCN(C(OC(C)(C)C)=O)C)CC(C)(C)C)=O tert-butyl (4-(5-chloro-3-neopentyl-4-oxo-3,4-dihydroquinazolin-2-yl)butyl)(methyl)carbamate